4,5-dimethyl-4,7-diphenyl-1,10-phenanthroline CC1(CC=NC2=C3N=CC=C(C3=CC(=C12)C)C1=CC=CC=C1)C1=CC=CC=C1